CC=1SC(=CN1)C1=CC=C(CC2CC(NC2)C(=O)N)C=C1 4-(4-(methylthiazol-5-yl)benzyl)pyrrolidine-2-carboxamide